4-((3,4-dichlorobenzyl)oxy)-3-methoxy-5-methylbenzaldehyde ClC=1C=C(COC2=C(C=C(C=O)C=C2C)OC)C=CC1Cl